isopropyl ((S)-(1-((2S,3S,5R)-5-(5-fluoro-2,4-dioxo-3,4-dihydropyrimidin-1(2H)-yl)-3-hydroxytetrahydrofuran-2-yl)cyclopropoxy)(phenoxy)phosphoryl)-L-alaninate FC=1C(NC(N(C1)[C@H]1C[C@@H]([C@H](O1)C1(CC1)O[P@@](=O)(OC1=CC=CC=C1)N[C@@H](C)C(=O)OC(C)C)O)=O)=O